N,N',N''-(Nitrilotris(ethane-2,1-diyl))triethenesulfonamide N(CCNS(=O)(=O)C=C)(CCNS(=O)(=O)C=C)CCNS(=O)(=O)C=C